1-(3-acetylphenyl)-3-(3-(2-methoxyethyl)-4-oxo-2-(4-(trifluoromethyl)phenyl)-3,4-dihydroquinazolin-6-yl)urea C(C)(=O)C=1C=C(C=CC1)NC(=O)NC=1C=C2C(N(C(=NC2=CC1)C1=CC=C(C=C1)C(F)(F)F)CCOC)=O